FC=1C=C2C(=NNC2=CC1OC)C1=CC(=NO1)C1=CC=C(C=C1)C(=O)N1C=C2C(C1)COC2 {4-[5-(5-Fluoro-6-methoxy-1H-indazol-3-yl)-isoxazol-3-yl]-phenyl}-(cis)-tetrahydro-furo[3,4-c]pyrrol-5-yl-methanone